NC1=C(C=C(C=N1)NC(C(=O)N1C(CC[C@@H](C1)C)C=1C=CC2=C(N=C(O2)C)C1)=O)C N-(6-amino-5-methyl-3-pyridyl)-2-[(5S)-5-methyl-2-(2-methyl-1,3-benzoxazol-5-yl)-1-piperidyl]-2-oxo-acetamide